diazolium [NH+]=1NC=CC1